N1=CC(=CC=C1)NC1=NNC2=CC=CC(=C12)OCC1=CC=CC=C1 3-(pyridin-3-ylamino)-4-benzyloxy-1H-indazole